CS(=O)(=O)N1CCC2=CC=CC=C21 (methylsulfonyl)indoline